(E)-3-(4-fluorophenyl)-1-(4-hydroxyphenyl)-2-propen-1-one FC1=CC=C(C=C1)/C=C/C(=O)C1=CC=C(C=C1)O